[Br-].CC=1NC=CN1 methylimidazole bromide salt